C(C)(C)(C)OC(NCC1=CC=C(C=C1)NC1=NC=C(N=C1)N1CCC(CC1)C(F)(F)F)=O (4-((5-(4-(Trifluoromethyl)piperidin-1-yl)pyrazin-2-yl)amino)benzyl)carbamic acid tert-butyl ester